F[C@@H]\1[C@@]2(C[C@H]([C@](C/C1=C\C=1N=CC(=NC1)C1=C(C=C(C=C1)N1C=NC=C1)O)(N2)[2H])F)[2H] 2-(5-((E)-((1s,2s,5s,6r)-2,6-difluoro-8-azabicyclo[3.2.1]oct-3-ylidene-1,5-d2)methyl)pyrazin-2-yl)-5-(1H-imidazol-1-yl)phenol